racemic-2-amino-4-(6-chloro-8-fluoro-2-(((2R,7aS)-2-fluorotetrahydro-1H-pyrrolizin-7a(5H)-yl)methoxy)-4-(1,4-oxazepan-4-yl)quinazolin-7-yl)-7-fluorobenzo[b]thiophene-3-carbonitrile NC1=C(C2=C(S1)C(=CC=C2C2=C(C=C1C(=NC(=NC1=C2F)OC[C@]21CCCN1C[C@@H](C2)F)N2CCOCCC2)Cl)F)C#N |r|